OC=1C=C(C2=C(C=CC=C2C1)I)C=O (3-hydroxy-8-iodonaphthalene-1-Yl)methanone